CC(CC(=O)O)CCCCC\C=C/C\C=C/CCCCC.ClC1=C(C(=CC=C1Cl)O)[C@@H]1CC2=NN=C(N2C1)[C@H]1CN(CC1)C(C)=O 1-((R)-3-((S)-6-(2,3-dichloro-6-hydroxyphenyl)-6,7-dihydro-5H-pyrrolo[2,1-c][1,2,4]triazol-3-yl)pyrrolidin-1-yl)ethan-1-one 3-methyl-linoleate